C(C)(C)(C)OC(=O)C1=CC=NC2=CC=C(C=C12)N1C(OC2(CC1)CCCCC2)=O.CC(C)OC2=CC=C(C=C2)NC(=O)N2CCNCC2 N-(4-propan-2-yloxyphenyl)piperazine-1-carboxamide tert-butyl-6-(2-oxo-1-oxa-3-azaspiro[5.5]undecan-3-yl)quinoline-4-carboxylate